pyrrole-Benzophenone C1=CC=C(C=C1)C(=O)C2=CC=CC=C2C3=CC=CN3